CC1OC(C2=CC=C(C(=C12)C)C1OCC1)=O 3,4-dimethyl-5-(oxetan-2-yl)isobenzofuran-1(3H)-one